3-methyl-5-(4,4,5,5-tetramethyl-1,3-dioxolan-2-yl)-1H-pyrrole CC1=CNC(=C1)C1OC(C(O1)(C)C)(C)C